5-(3-Chloro-2-fluoro-6-(1H-tetrazol-1-yl)phenyl)-2-((1R*,2R*)-1-(2-(difluoromethyl)-1'H,2H-[3,4'-bipyrazol]-1'-yl)-2-hydroxy-2-phenylethyl)pyridine 1-oxide ClC=1C(=C(C(=CC1)N1N=NN=C1)C=1C=CC(=[N+](C1)[O-])[C@H]([C@@H](C1=CC=CC=C1)O)N1N=CC(=C1)C=1N(N=CC1)C(F)F)F |o1:19,20|